9-(4-((1-(3-fluoropropyl)azetidin-3-ylidene)methyl)phenyl)-8-(3-methoxy-2-(trifluoromethyl)phenyl)-6,7-dihydro-5H-benzo[7]annulene-3-carboxylic acid FCCCN1CC(C1)=CC1=CC=C(C=C1)C1=C(CCCC2=C1C=CC(=C2)C(=O)O)C2=C(C(=CC=C2)OC)C(F)(F)F